OC1CCC(CC1)OC=1C(=CC(=NC1)C)C1=CC=2N(C=C1)N=C(C2)NC2=CC(=C(C(=O)NC)C(=C2)OC)OC 4-[[5-[5-(4-hydroxycyclohexoxy)-2-methyl-4-pyridyl]pyrazolo[1,5-a]pyridin-2-yl]amino]-2,6-dimethoxy-N-methyl-benzamide